tert-butyl (3-(4-(((3R,4R)-1-(2-cyanoacetyl)-4-methylpiperidin-3-yl)(methyl)amino)-7H-pyrrolo[2,3-d]pyrimidine-7-carboxamido)phenethyl)carbamate C(#N)CC(=O)N1C[C@@H]([C@@H](CC1)C)N(C=1C2=C(N=CN1)N(C=C2)C(=O)NC=2C=C(CCNC(OC(C)(C)C)=O)C=CC2)C